ClC=1C=C(C=CC1F)[C@@H]1N(OCC1)C1=CC(=NC=N1)NC=1C(=CC(=C(C1)NC(C=C)=O)N1CCC(CC1)N1C[C@H](N(CC1)C)C)OC N-(5-((6-((R)-3-(3-chloro-4-fluorophenyl)isoxazolidine-2-yl)pyrimidine-4-yl)amino)-2-(4-((R)-3,4-dimethylpiperazine-1-yl)piperidine-1-yl)-4-methoxy-phenyl)acrylamide